tert-Butyl 7-((1-((2-(trimethylsilyl)ethoxy)methyl)-1H-pyrrolo[2,3-b]pyridin-4-yl)oxy)-3,4-dihydroisoquinoline-2(1H)-carboxylate C[Si](CCOCN1C=CC=2C1=NC=CC2OC2=CC=C1CCN(CC1=C2)C(=O)OC(C)(C)C)(C)C